C(C)(C)(C)OC(=O)N1CC(C1)C1=NC=NC2=CC(=C(C=C12)Cl)Br 3-(7-bromo-6-chloroquinazolin-4-yl)azetidine-1-carboxylic acid tert-butyl ester